C(CCC)NC(=O)NC(C1=CC=C(C=C1)OC)C1=CC(=C2C=CC=NC2=C1O)[N+](=O)[O-] 1-Butyl-3-[(8-hydroxy-5-nitroquinolin-7-yl)(4-methoxyphenyl)methyl]urea